OCCNCC=1C=C(C(N(C1)C)=O)C(=O)NC1=C(C(=CC=C1)C1=C2C=NN(C2=CC=C1)C)C 5-{[(2-Hydroxyethyl)amino]methyl}-1-methyl-N-[2-methyl-3-(1-methyl-1H-indazol-4-yl)phenyl]-2-oxo-1,2-dihydropyridin-3-carboxamid